FC1(C(C1)CC1=CC(=C(C#N)C(=C1)N1C[C@@H](N(CC1)CC=1N=NC(=CC1)C)C)F)F 4-((2,2-difluorocyclopropyl)methyl)-2-fluoro-6-((3S)-3-methyl-4-((6-methyl-1,2-diazine-3-yl)methyl)piperazin-1-yl)benzonitrile